3-Methyl-2-butenoate CC(=CC(=O)[O-])C